tert-butyl (3S)-3-(methylamino)pyrrolidine-1-carboxylate hydrochloride Cl.CN[C@@H]1CN(CC1)C(=O)OC(C)(C)C